(S)-2-(1-Acryloylpyrrolidin-2-yl)-1-amino-4-(4-((4-isopropylpyridin-2-yl)carbamoyl)phenyl)-1H-imidazol-5-carboxamid C(C=C)(=O)N1[C@@H](CCC1)C=1N(C(=C(N1)C1=CC=C(C=C1)C(NC1=NC=CC(=C1)C(C)C)=O)C(=O)N)N